NC1=CC(C(C=C1)(O)NCCO)[N+](=O)[O-] 4-amino-1-[(2-hydroxyethyl)amino]-2-nitrophenol